Iminophosphoran N=[PH3]